Deca-8-ene CCCCCCCC=CC